1-(4-(4-((2-((3s,4s)-4-amino-3-methyl-2-oxa-8-azaspiro[4.5]decan-8-yl)pyrido[2,3-b]pyrazin-6-yl)thio)-3-chloropyridin-2-yl)piperazin-1-yl)ethan-1-one N[C@@H]1[C@@H](OCC12CCN(CC2)C=2N=C1C(=NC2)N=C(C=C1)SC1=C(C(=NC=C1)N1CCN(CC1)C(C)=O)Cl)C